FC=1C=C(OC2=NC=C(C=N2)N2C(N(C(CC2)=O)C)=O)C=CC1 1-[2-(3-fluorophenoxy)pyrimidin-5-yl]-3-methyl-5,6-dihydropyrimidine-2,4(1H,3H)-dione